(+/-)-1-benzyl-N5-((trans)-2-ethylcyclopropyl)-N3-methyl-2-oxo-1,2-dihydropyridine-3,5-dicarboxamide C(C1=CC=CC=C1)N1C(C(=CC(=C1)C(=O)N[C@H]1[C@@H](C1)CC)C(=O)NC)=O |r|